21-acetoxyl-20-methylpregna-4,6-diene O(C(=O)C)CC([C@H]1CC[C@H]2[C@@H]3C=CC4=CCCC[C@]4(C)[C@H]3CC[C@]12C)C